potassium mono-persulphate S(=O)(=O)([O-])OOS(=O)(=O)[O-].[K+].[K+]